O1C=C(C2=C1C=CC=C2)C[C@@H](NC(=O)[C@@H]2[C@@H]1CC[C@H](C2)O1)B(O)O [(1S)-2-(1-benzofuran-3-yl)-1-{[(1S,2S,4R)-7-oxabicyclo[2.2.1]heptan-2-yl]formamido}ethyl]boronic acid